C(=O)C1=CC(=C(N1C)C1=C(C(=O)OC)C=CC=C1)[N+](=O)[O-] methyl 2-(5-formyl-1-methyl-3-nitro-1H-pyrrol-2-yl)benzoate